methoxy-2,3'-bipyridine COC=1C(=NC=CC1)C=1C=NC=CC1